ClC=1C2=C(N=CN1)N(C=C2)[C@@H]2C[C@@H]([C@@H]1[C@H]2OC(O1)(C)C)C(=O)OC methyl (3aR,4S,6R,6aS)-6-(4-chloro-7H-pyrrolo[2,3-d]pyrimidin-7-yl)-2,2-dimethyltetrahydro-4H-cyclopenta[d][1,3]dioxole-4-carboxylate